(2,7-dimethyl-2H-indazol-5-yl)-2-[6-(1-methylazetidin-3-yl)pyridazin-3-yl]phenol CN1N=C2C(=CC(=CC2=C1)C=1C(=C(C=CC1)O)C=1N=NC(=CC1)C1CN(C1)C)C